C(C1=CC=CC=C1)(=O)OCCCN=CC(C)CC [3-(2-butyl) methyleneaminopropyl] benzoate